P(O)(=O)(OP(=O)(O)O)OC[C@@H]1[C@H](C[C@@H](O1)N1C(=O)N=C(N)C=C1)O 2'-deoxycytidine 5'-diphosphate